(2S,6S)-6-((4-bromophenoxy)methyl)-2-(iodomethyl)-2-(methoxymethyl)-1,4-dioxan BrC1=CC=C(OC[C@@H]2COC[C@@](O2)(COC)CI)C=C1